10-(aminomethyl)-6-methoxy-2-methyl-7-(1-methyl-1H-pyrrol-4-yl)-9,10-dihydro-8-oxa-2,4,10a-triazanaphtho[2,1,8-cde]azulene-1(2H)-one NCC1COC2=C3C4=C(N(C(N14)=O)C)C=NC3=CC(=C2C=2C=CN(C2)C)OC